1-tert-butyl 3-ethyl 4-oxopiperidine-1,3-dicarboxylate O=C1C(CN(CC1)C(=O)OC(C)(C)C)C(=O)OCC